1,5-dichloro-3-fluoro-2-(4-nitrophenoxy)benzene ClC1=C(C(=CC(=C1)Cl)F)OC1=CC=C(C=C1)[N+](=O)[O-]